C1(CC1)C1=CN(C=2N=CN=C(C21)N2C[C@@H](N(CC2)C(=O)OC(C)(C)C)C(F)F)C2=CC(=CC(=C2)F)F tert-butyl (R)-4-(5-cyclopropyl-7-(3,5-difluorophenyl)-7H-pyrrolo[2,3-d]pyrimidin-4-yl)-2-(difluoromethyl)piperazine-1-carboxylate